NC1=NN=C(S1)C1=CC=C(C=C1)O 4-(5-amino-1,3,4-thiadiazol-2-yl)phenol